The molecule is an azaphilone that is 9,9a-dihydro-6H-furo[2,3-h]isochromene-6,8(6aH)-dione substituted by a 4-hydroxy-2-methyl-6-oxocyclohexyl group at position 3, a methyl group at position 6a and a 4,6,8-trimethyldeca-2,4-dienoyl group at position 9. Isolated from Chaetomium longirostre, it exhibits cytotoxic and antimalarial activities. It has a role as an antineoplastic agent, an antimalarial and a Chaetomium metabolite. It is an azaphilone, a gamma-lactone and an organic heterotricyclic compound. CCC(C)CC(C)/C=C(\\C)/C=C/C(=O)[C@@H]1[C@@H]2C3=COC(=CC3=CC(=O)[C@@]2(OC1=O)C)[C@@H]4[C@H](C[C@H](CC4=O)O)C